ClCC(COCC(CCl)O)O (3-chloro-2-hydroxypropyl) ether